(R)-N-((S)-2-(dimethylamino)-3-(1H-indazol-5-yl)propyl)-3-(2-methylpyridin-4-yl)-3-(1-(trifluoromethyl)cyclopropyl)propanamide CN([C@H](CNC(C[C@@H](C1(CC1)C(F)(F)F)C1=CC(=NC=C1)C)=O)CC=1C=C2C=NNC2=CC1)C